COC1=CC=C(C=C1)N1N=C(C2=C1C(N(CC2)C2=CC=C(C=C2)N2C(CCCC2)=O)=O)C(=O)N 1-(4-methoxyphenyl)-7-oxo-6-[4-(2-oxopiperidin-1-yl)phenyl]-4,5-dihydropyrazolo[3,4-c]pyridine-3-carboxamide